5-methyl-1,3,4-thiadiazole-2-sulfonamide CC1=NN=C(S1)S(=O)(=O)N